FC=1C=C(C#N)C=C(C1)[C@H]1N(OCC1)C(=O)[C@@H]1CC[C@H](CC1)CN1N=CC2=CC(=CC=C12)F trans-3-fluoro-5-((S)-2-(4-((5-fluoro-1H-indazol-1-yl)methyl)cyclohexane-1-carbonyl)isoxazolidin-3-yl)benzonitrile